COC1=C(C=CC(=C1S(=O)(=O)O)[N+](=O)[O-])N1[NH2+]C(=NN1C1=C(C(=C(C=C1)[N+](=O)[O-])S(=O)(=O)O)OC)C(=O)NC1=CC=CC=C1 2,3-Bis-(2-methoxy-4-nitro-sulfophenyl)-2H-tetrazolium-5-carboxanilide